C1(CC1)C(C(C(=O)NC1=CC=C(C=C1)C=1C(=NNC1C)C)C=1NC=CN1)C1CC1 3,3-dicyclopropyl-N-[4-(3,5-dimethyl-1H-pyrazol-4-yl)phenyl]-2-(1H-imidazol-2-yl)propanamide